COC(=O)N1C(CCC1)C methyl-pyrrolidine-1-carboxylic acid methyl ester